C(CCCCCCCCCCCCCCC)(=O)OCCCCCCCCCCCCCCCCCCCCCCCCCCCCCC triacontanyl palmitate